C(#N)C=1C=C(C=CC1OC(C)C)N1C=NC(=C1)C(=O)O 1-(3-cyano-4-isopropoxy-phenyl)-imidazole-4-formic acid